CN(C)CC1=C(C=CC(=N1)NC=1C2=C(C(=NC1)C1=C3C(=NC=C1)N(C=C3)C)CNC2=O)N2C[C@@H](OCC2)COC (R)-7-((6-((dimethylamino)-methyl)-5-(2-(methoxymeth-yl)morpholino)pyridin-2-yl)amino)-4-(1-methyl-1H-pyrrolo[2,3-b]pyridin-4-yl)-2,3-dihydro-1H-pyrrolo[3,4-c]pyridin-1-one